SC(C(=O)OCC(O)CO)C glycerol (2-mercaptopropionate)